NC1=C(C=C(C=N1)C1=NN2C(=C1)C1(CN(CC1)C(=O)N[C@H](C)C1=C(C=CC=C1)C#N)OCC2)OC(F)(F)F 2-[6-amino-5-(trifluoromethoxy)pyridin-3-yl]-N-[(1R)-1-(2-cyanophenyl)ethyl]-6,7-dihydrospiro[pyrazolo[5,1-c][1,4]oxazine-4,3'-pyrrolidine]-1'-carboxamide